FC=C1[C@@H](O[C@@H]([C@H]1O)CO)N1C(=O)N=C(N)C=C1 2'-fluoromethylene-2'-deoxycytidine